5-(2,6-dichloro-4-nitrophenoxy)-3-isopropyl-1-methylpyridin-2(1H)-one ClC1=C(OC=2C=C(C(N(C2)C)=O)C(C)C)C(=CC(=C1)[N+](=O)[O-])Cl